methanone formate salt C(=O)O.C=O